(2S)-2-amino-3-[(2-nitrobenzyl)oxy]propanoic acid N[C@H](C(=O)O)COCC1=C(C=CC=C1)[N+](=O)[O-]